(R)-N-(2-amino-1-phenylethyl)-3-(1H-pyrazol-4-yl)-1H-indole-7-carboxamide NC[C@@H](C1=CC=CC=C1)NC(=O)C=1C=CC=C2C(=CNC12)C=1C=NNC1